N,N'-Bis-(BOC)-1H-pyrazole-1-carboxamidine C(=O)(OC(C)(C)C)NC(=NC(=O)OC(C)(C)C)N1N=CC=C1